2,6-bis(methylindenyl)pyridine CC=1C(C2=CC=CC=C2C1)C1=NC(=CC=C1)C1C(=CC2=CC=CC=C12)C